tert-Butyl 4-(2-(4-(2-(1-methyl-2,6-dioxopiperidin-3-yl)-1,3-dioxoisoindolin-5-yl)piperazin-1-yl)ethyl)piperidine-1-carboxylate CN1C(C(CCC1=O)N1C(C2=CC=C(C=C2C1=O)N1CCN(CC1)CCC1CCN(CC1)C(=O)OC(C)(C)C)=O)=O